FC(CC[Si](N[Si](C)(C)CCC(F)(F)F)(C)C)(F)F 1,3-bis(trifluoropropyl)-1,1,3,3-tetramethyldisilazane